COC(CNC(C1=C(C=CC(=C1)I)I)=O)OC N-(2,2-dimethoxyethyl)-2,5-diiodobenzamide